Cl[Si](Cl)(Cl)Cl trichlorochlorosilane